NC1=CC2=CC=C(C=C2C=C1)S(=O)(=O)O 2-aminonaphthalene-6-sulfonic acid